NC[C@@H]1[C@H]([C@H]([C@@H](O1)N1C(=O)NC(=O)CC1)O)O 5'-amino-5'-deoxy-5,6-dihydrouridine